N-methoxy-N,3,7-trimethylnon-6-enamide CON(C(CC(CCC=C(CC)C)C)=O)C